O1C=CC2=C1C(=CC=C2)/C=C/C=O (E)-3-(benzofuran-7-yl)acrolein